ClC1=CC=C(C=C1)[N+]1=CC=CC2=CC=CC=C12 N-(p-chlorophenyl)quinolinium